BrC1=CC=C(C=C1)C(C)NC(C1=CC=CC=C1)=O N-(1-(4-bromophenyl)ethyl)benzamide